N-[2-chloro-5-[[(2,4-diamino-5-methyl-6-quinazolinyl)methyl]amino]benzoyl]-L-aspartic acid ClC1=C(C(=O)N[C@@H](CC(=O)O)C(=O)O)C=C(C=C1)NCC=1C(=C2C(=NC(=NC2=CC1)N)N)C